BrCCCCOC1=C2CN(C(C2=CC=C1)=C=O)C1CNCCC1 3-(4-(4-bromobutoxy)-1-carbonylisoindolin-2-yl)piperidine